[C@H]12CN(C[C@H](CC1)N2)C2=NC(=NC1=C(C(=C(C=C21)F)C2=CNC1=CC=CC(=C21)OC)F)OC[C@H]2N(CCC2)C 4-((1R,5S)-3,8-diazabicyclo[3.2.1]octan-3-yl)-6,8-difluoro-7-(4-methoxy-1H-indol-3-yl)-2-(((S)-1-methylpyrrolidin-2-yl)methoxy)quinazoline